{2-(1-fluoro-cyclopropyl)-4-[4-(2-methoxy-phenyl)-piperidin-1-yl]-quinazolin-6-yl}-dimethyl-amine FC1(CC1)C1=NC2=CC=C(C=C2C(=N1)N1CCC(CC1)C1=C(C=CC=C1)OC)N(C)C